1-ethyl-2-[9-(3-hydroxypropyl)-11-methyl-1,9-diazatricyclo[6.3.1.04,12]dodeca-2,4(12),5,7-tetraen-2-yl]-7-methoxy-benzimidazole-5-carboxylic acid methyl ester COC(=O)C1=CC2=C(N(C(=N2)C=2N3C(CN(C4=CC=CC(C2)=C34)CCCO)C)CC)C(=C1)OC